5,6-dicyano-2,1,3-benzothiadiazole C(#N)C1=CC=2C(=NSN2)C=C1C#N